(2R,3S)-3-((5-fluoro-2-(2-methoxy-7-methylquinoxalin-5-yl)benzo[d]thiazol-6-yl)oxy)butan-2-yl (2-((2-hydroxy-2-methylpropyl)carbamoyl)pyrimidin-5-yl)carbamate OC(CNC(=O)C1=NC=C(C=N1)NC(O[C@H](C)[C@H](C)OC1=CC2=C(N=C(S2)C2=C3N=CC(=NC3=CC(=C2)C)OC)C=C1F)=O)(C)C